FC(C1=NC2=C(C=CC=C2C(=C1)C(O)C1NCCCC1)C(F)(F)F)(F)F [2,8-bis(trifluoromethyl)Quinolin-4-yl]-piperidin-2-yl-methanol